2-Nitro-1-phenylpropane-1,3-diol [N+](=O)([O-])C(C(O)C1=CC=CC=C1)CO